5-(((3S,4S)-4-fluoropyrrolidin-3-yl)amino)furo[2,3-c]pyridine-2-carbonitrile F[C@@H]1[C@H](CNC1)NC=1C=C2C(=CN1)OC(=C2)C#N